tert-butyl (4-{[(2S,3R)-2-carbamoyl-4-oxo azetidin-3-yl]methyl}pyridin-2-yl)(4-methoxybenzyl)carbamate C(N)(=O)[C@H]1NC([C@@H]1CC1=CC(=NC=C1)N(C(OC(C)(C)C)=O)CC1=CC=C(C=C1)OC)=O